4-[4-({(1R)-1-[3-(difluoromethyl)-2-fluorophenyl]ethyl}amino)-2-methylpyrido[3,4-d]pyrimidin-6-yl]-1-[(2R)-2-methoxypropanoyl]-1,4lambda5-azaphosphinan-4-one FC(C=1C(=C(C=CC1)[C@@H](C)NC=1C2=C(N=C(N1)C)C=NC(=C2)P2(CCN(CC2)C([C@@H](C)OC)=O)=O)F)F